(Z)-2-tridecenal C(\C=C/CCCCCCCCCC)=O